COC(=O)C1=C(C=C2C(=C(NC2=C1)CCCCC)C(C(=O)OC)=O)C.FC=1C=C(C=2C(C(CCC2C1C)C)=O)NC(C)=O N-(3-fluoro-4,7-dimethyl-8-oxo-5,6,7,8-tetrahydronaphthalen-1-yl)acetamide methyl-5-methyl-2-pentyl-3-(2-methoxy-2-oxoacetyl)-1H-indole-6-carboxylate